C(C)OC(C(CCCC=C)CCC)=O 2-propyl-6-heptenoic acid ethyl ester